1-(4-(((7-(p-tolyl)quinolin-4-yl)thio)methyl)piperidin-1-yl)propan-1-one C1(=CC=C(C=C1)C1=CC=C2C(=CC=NC2=C1)SCC1CCN(CC1)C(CC)=O)C